C(C)(C)(C)OC(=O)N1CCN(CC1)C=1C=NC(=CC1)[N+](=O)[O-].C(C)(C)(C)OC([C@@H](C)OC1=CC=C2C(=CC=NC2=C1)C1=C(C=C(C=C1)F)Cl)=O.NC1C(C2=CC=CC=C2C1(C)C)(C)C1=CC=C(C=C1)N amino-1-(4-aminophenyl)-1,3,3-trimethyl-indane (R)-tertbutyl-2-((4-(2-chloro-4-fluorophenyl)quinolin-7-yl)oxy)propanoate tert-Butyl-4-(6-Nitropyridin-3-yl)piperazine-1-carboxylate